BrC1=CC(=C(C(=O)NS(=O)(=O)C2(CC2)C)C=C1)N1CCCC1 4-bromo-N-(1-methylcyclopropylsulfonyl)-2-(pyrrolidin-1-yl)benzamide